4-fluorodihydro-2H-pyran FC1CCOC=C1